CC1=C(C(=O)OOC(C2=C(C=CC(=C2)C)C)=O)C=C(C=C1)C 2,5-di-methylbenzoyl peroxide